C(C)OC1=CC=C(C=N1)C1=C(C=C(N)C=C1C=1N=NN(N1)C(C1=CC=CC=C1)(C1=CC=CC=C1)C1=CC=CC=C1)F 4-(6-ethoxypyridin-3-yl)-3-fluoro-5-(2-trityl-2H-tetrazol-5-yl)aniline